methyl 3-iodo-2-methylbenzoate IC=1C(=C(C(=O)OC)C=CC1)C